NCC(CO)(CCOCC1=CC=CC=C1)CCOCC1=CC=CC=C1 2-(aminomethyl)-4-(benzyloxy)-2-(2-(benzyloxy)ethyl)butan-1-ol